4-Benzyloxy-5-chloro-2-[2-(4,4-difluoroazepan-1-yl)-5-methyl-6-(trifluoromethyl)-3-pyridinyl]-1,6-naphthyridine C(C1=CC=CC=C1)OC1=CC(=NC2=CC=NC(=C12)Cl)C=1C(=NC(=C(C1)C)C(F)(F)F)N1CCC(CCC1)(F)F